7-(4-([1,1'-biphenyl]-4-ylmethyl)piperazin-1-yl)-1-ethyl-6-fluoro-4-oxo-1,4-dihydroquinoline-3-carboxylic acid C1(=CC=C(C=C1)CN1CCN(CC1)C1=C(C=C2C(C(=CN(C2=C1)CC)C(=O)O)=O)F)C1=CC=CC=C1